(1s,2s,5r)-N-(2-bromophenyl-ethyl)-1-hydroxy-2-isopropyl-5-methylcyclohexane-1-carboxamide BrC1=C(C=CC=C1)CCNC(=O)[C@]1([C@@H](CC[C@H](C1)C)C(C)C)O